(S)-2-ethyl-4-(9-fluoro-2-(8-fluoro-2-methylimidazo[1,2-a]pyridin-6-yl)-4-oxo-4H-pyrido[1,2-a][1,3,5]triazin-7-yl)piperazine-1-carboxylic acid tert-butyl ester C(C)(C)(C)OC(=O)N1[C@H](CN(CC1)C=1C=C(C=2N(C(N=C(N2)C=2C=C(C=3N(C2)C=C(N3)C)F)=O)C1)F)CC